α,α,3-trifluoro-4-pyridinepropanoic acid FC(C(=O)O)(CC1=C(C=NC=C1)F)F